N-(4-cyanobenzyl)-1-methyl-8-((1-(morpholine-4-sulfonimidoyl)cyclopropyl)methoxy)-2-oxo-1,2-dihydro-1,7-naphthyridine-3-carboxamide C(#N)C1=CC=C(CNC(=O)C=2C(N(C3=C(N=CC=C3C2)OCC2(CC2)S(=O)(=N)N2CCOCC2)C)=O)C=C1